1-(2-(2,6-dioxopiperidin-3-yl)-1,3-dioxoisoindolin-5-yl)azetidine-3-carbonitrile O=C1NC(CCC1N1C(C2=CC=C(C=C2C1=O)N1CC(C1)C#N)=O)=O